BrC=1C(=CC(=NC1)NC(=O)C1=CC=C(C=C1)C1=C(C=C(C=C1)C1=NOC(=N1)C)C(F)(F)F)OCCN(C)C N-(5-Bromo-4-(2-(dimethylamino)ethoxy)pyridin-2-yl)-4'-(5-methyl-1,2,4-oxadiazol-3-yl)-2'-(trifluoromethyl)-[1,1'-biphenyl]-4-carboxamid